C(CC(C)C)NC(=O)N1C=NC2=C1C=CC=C2N2CCN(C1(CC1)C2)C N-iso-Pentyl-4-(4-methyl-4,7-diazaspiro[2.5]-octan-7-yl)-1H-benzo[d]imidazole-1-carboxamide